bis[3,5-bis(trifluoromethyl)phenyl](2',4',6'-triisopropyl-3,6-dimethoxybiphenyl-2-yl)phosphine FC(C=1C=C(C=C(C1)C(F)(F)F)P(C1=C(C(=CC=C1OC)OC)C1=C(C=C(C=C1C(C)C)C(C)C)C(C)C)C1=CC(=CC(=C1)C(F)(F)F)C(F)(F)F)(F)F